[Mn].C1(CC1)CN1C(=CC2=CC(=CC(=C12)C1CCN(CC1)C(=O)OC(C)(C)C)F)C=O tert-Butyl 4-(1-(cyclopropylmethyl)-5-fluoro-2-formyl-1H-indol-7-yl)piperidine-1-carboxylate Manganese